COC=1C(=CC2=C(N(C=N2)COCC[Si](C)(C)C)C1)B1OC(C(O1)(C)C)(C)C 6-methoxy-5-(4,4,5,5-tetramethyl-1,3,2-dioxaborolan-2-yl)-1-((2-(trimethylsilyl)ethoxy)methyl)-1H-benzo[d]imidazole